(1R,2S)-8-Iodo-1,2,3,4-tetrahydronaphthalin-1,2-diyl-dicarbamat IC=1C=CC=C2CC[C@@H]([C@@H](C12)NC([O-])=O)NC([O-])=O